C(C)(C)(C)OC(CC1(CCN(CC1)C1=C(C=C(C=C1F)NC1C(NC(CC1)=O)=O)Cl)O)=O 2-[1-[2-chloro-4-[(2,6-dioxo-3-piperidinyl)amino]-6-fluoro-phenyl]-4-hydroxy-4-piperidinyl]acetic acid tert-butyl ester